NCCC=1C=NC(=NC1)C1=C(C=C(C#N)C=C1)C(=O)C=1C=NN(C1)C1=NC=CC=C1 4-[5-(2-aminoethyl)pyrimidin-2-yl]-3-(1-pyridin-2-ylpyrazole-4-carbonyl)benzonitrile